3-(2-(3-(((S)-2-amino-4-phenylbutyrylamino)methyl)-4-methylphenoxy)ethyl)piperidine-1-carboxylic acid tert-butyl ester C(C)(C)(C)OC(=O)N1CC(CCC1)CCOC1=CC(=C(C=C1)C)CNC([C@H](CCC1=CC=CC=C1)N)=O